ClC1=NN2C(C(=N1)NC1=CC=C(C=C1)C=1C=NN(C1)C1OCCCC1)=CC=C2 2-chloro-N-(4-(1-(tetrahydro-2H-pyran-2-yl)-1H-pyrazol-4-yl)phenyl)pyrrolo[2,1-f][1,2,4]triazin-4-amine